3-(4-Amino-2-methylphenyl)-N-(4-methoxyphenyl)-1-methyl-1H-indazole-5-carboxamide NC1=CC(=C(C=C1)C1=NN(C2=CC=C(C=C12)C(=O)NC1=CC=C(C=C1)OC)C)C